N-[4-[(dimethylamino)methyl]phenyl]sulfonyl-2-[4-(furan-2-yl)-2,6-di(propan-2-yl)phenyl]acetamide CN(C)CC1=CC=C(C=C1)S(=O)(=O)NC(CC1=C(C=C(C=C1C(C)C)C=1OC=CC1)C(C)C)=O